trans-1,1-diethoxy-15-octadecene C(C)OC(CCCCCCCCCCCCC\C=C\CC)OCC